N-[2-[2-[(4-amino-2-butyl-1H-imidazo[4,5-c]quinolin-1-yl)oxy]ethoxy]ethyl]-2-(pentadecylthio)acetamide NC1=NC=2C=CC=CC2C2=C1N=C(N2OCCOCCNC(CSCCCCCCCCCCCCCCC)=O)CCCC